BrC1=C(C2=C(S1)C=C(C=C2)C2=CC=CC=C2)Br 2,3-dibromo-6-phenylbenzo[b]thiophene